NC1=NC=2C(=NC=C(C2)C=2C=NN(C2)CCO)N1C(C)C1=CC(=C(C=C1)OCC=1C=NC(=CC1)C(F)(F)F)OC 2-(4-(2-amino-3-(1-(3-methoxy-4-((6-(trifluoromethyl)pyridin-3-yl)methoxy)phenyl)ethyl)-3H-imidazo[4,5-b]pyridin-6-yl)-1H-pyrazol-1-yl)ethan-1-ol